BrC1=CC=C(C=C1)C(C1CN(C1)CCCF)(F)F 3-((4-bromophenyl)difluoromethyl)-1-(3-fluoropropyl)azetidine